N4-((3S,4S)-4-(((1-cyclobutyl-5-iodo-3-methyl-1H-pyrazol-4-yl)oxy)methyl)tetrahydrofuran-3-yl)-5-(trifluoromethyl)pyrimidine-2,4-diamine C1(CCC1)N1N=C(C(=C1I)OC[C@H]1[C@@H](COC1)NC1=NC(=NC=C1C(F)(F)F)N)C